N-{3-[5-(methylamino)isoquinolin-3-yl]phenyl}prop-2-enamide CNC1=C2C=C(N=CC2=CC=C1)C=1C=C(C=CC1)NC(C=C)=O